1-(2,5-Dichloropyrimidin-4-yl)-3-methylindoline-3-carboxamide ClC1=NC=C(C(=N1)N1CC(C2=CC=CC=C12)(C(=O)N)C)Cl